FC(C1=C(C=CC=C1)C1CCN(CC1)C(=O)C1=NN=C2N1C=CC(=C2)C(=O)O)(F)F 3-(4-(2-(trifluoromethyl)phenyl)piperidine-1-carbonyl)-[1,2,4]triazolo[4,3-a]pyridine-7-carboxylic acid